O1CCC=2C1C=NC(C2)=O 2,3-dihydrofuro[2,3-c]pyridin-5(7aH)-one